FC=1C=C(C=CC1OC)C1=C(N=C(N(C1=O)C)NC[C@@H]1CNCC1)C1=CC=C(C#N)C=C1 4-{5-(3-fluoro-4-methoxy-phenyl)-1-methyl-6-oxo-2-[(3S)-(pyrrolidin-3-ylmethyl)-amino]-1,6-dihydro-pyrimidin-4-yl}-benzonitrile